FC(N1N=C(C=C1)[C@@H](C(C)C)NC1=NC(=NC(=N1)N)C=1C=CC=2N(C1)C(=NC2)C)F (R)-N2-(1-(1-(difluoromethyl)-1H-pyrazol-3-yl)-2-methylpropyl)-6-(3-methylimidazo[1,5-a]pyridin-6-yl)-1,3,5-triazine-2,4-diamine